8-morpholinoquinoline-2-carbaldehyde O1CCN(CC1)C=1C=CC=C2C=CC(=NC12)C=O